BrC1=CC=C(C=N1)CN1\C(\C=CC=C1)=N/C(C(F)(F)F)=O (Z)-N-[1-[(6-bromo-3-pyridyl)methyl]-2-pyridylidene]-2,2,2-trifluoro-acetamide